FC=1C=NC=C(C1CN1C(=CC=C1)C(=O)NC=1SC=C(N1)C(C)(C)OC(C)C)F 1-((3,5-difluoropyridin-4-yl)methyl)-N-(4-(2-isopropoxypropan-2-yl)thiazol-2-yl)-1H-pyrrole-2-carboxamide